ClC=1C=C2C=CC(=CC2=CC1)S(=O)(=O)N1C(CC(C1)OC)C(=O)NC1=C(C=CC(=C1)[C@@](CCC1CC1)(C1=CC=NC=C1)N[S@](=O)C(C)(C)C)F 6-chloronaphthalen-2-ylsulfonyl-N-(5-((S)-3-cyclopropyl-1-((R)-1,1-dimethylethylsulfinamido)-1-(pyridin-4-yl)propyl)-2-fluorophenyl)-4-methoxypyrrolidine-2-carboxamide